C(C)(C)(C)C1=C(C(=C(CN2C(N(C(N(C2=O)CC2=C(C(=C(C=C2C)C(C)(C)C)O)C)=O)CC2=C(C(=C(C=C2C)C(C)(C)C)O)C)=O)C(=C1)C)C)O 1,3,5-tris[4-tert-butyl-3-hydroxy-2,6-dimethylbenzyl]-1,3,5-triazine-2,4,6(1h,3h,5h)-trione